P(=O)(O)(O)O.N[C@H](C=1NC(C2=C(N1)C=C(S2)C2=C(C=NC=C2)F)=O)C2CC2 (S)-2-(amino(cyclopropyl)methyl)-6-(3-fluoropyridin-4-yl)thieno[3,2-d]pyrimidin-4(3H)-one phosphate